FC1=CC=C(C=C1)[C@@H]1CN(CC1)C(=O)C1=CC=C(C=C1)OC[C@@H](CN1N=CC=N1)O ((R)-3-(4-fluorophenyl)pyrrolidin-1-yl)(4-((R)-2-hydroxy-3-(2H-1,2,3-triazol-2-yl)propoxy)phenyl)methanone